C1(CC1)C=1N=NN(C1)[C@H](C(=O)N1[C@@H](C[C@H](C1)O)C(=O)NCCNC1=CC=NC=C1)C(C)(C)C (2S,4r)-1-[(2S)-2-(4-cyclopropyltriazol-1-yl)-3,3-dimethyl-butyryl]-4-hydroxy-N-[2-(4-pyridylamino)ethyl]pyrrolidine-2-carboxamide